COC(=O)C=1C=2N(C=CC1C=1C=NN(C1C)CC13CC4CC(CC(C1)C4)C3)C(=CN2)C=2N=NC(=C(C2)C)NC2=NC=CN=C2 7-(1-(adamantan-1-ylmethyl)-5-methyl-1H-pyrazol-4-yl)-3-(5-methyl-6-(pyrazin-2-ylamino)pyridazin-3-yl)imidazo[1,2-a]pyridine-8-carboxylic acid methyl ester